COC(=O)C=1N(C2=CC=C(C=C2C1)[N+](=O)[O-])C(C)=O (S)-1-acetyl-5-nitroindole-2-carboxylic acid methyl ester